2-methoxy-4-[(E)-[(5-methoxy-1,1-dioxo-1,2-benzothiazol-3-yl)-(2-morpholinoethyl)hydrazono]methyl]phenol COC1=C(C=CC(=C1)/C=N/N(CCN1CCOCC1)C1=NS(C2=C1C=C(C=C2)OC)(=O)=O)O